C(C(C)C)OC(=O)C=1C=CC=2C=3C=CC=C4C(=CC=C(C5=CC=CC1C52)C43)C(=O)OCC(C)C Diisobutyl-Perylen-3,9-dicarboxylat